1-(3-Sulfopropyl)-3-butylimidazolium S(=O)(=O)(O)CCCN1C=[N+](C=C1)CCCC